3-carboxy-1,3,4-triazole C(=O)(O)N1C=NC=N1